BrC=1C=C2C=NN(C2=CC1F)CC(C)(O)C 1-(5-bromo-6-fluoro-1H-indazol-1-yl)-2-methylpropane-2-ol